5-(4-{6-[2-(5-Fluoro-2,7-dimethyl-benzo[b]thiophen-3-yl)-ethylamino]-pyrimidin-4-yl}-phenyl)-[1,2,4]oxadiazol-3(2H)-one FC1=CC2=C(SC(=C2CCNC2=CC(=NC=N2)C2=CC=C(C=C2)C2=NC(NO2)=O)C)C(=C1)C